OC=1C=CC=2[C@H]3CC[C@@]4(C(CC[C@H]4[C@@H]3[C@@H](CC2C1)CCCCCCCCCS(=O)CCCC(C(F)(F)F)(F)F)=O)C (7R,8R,9S,13S,14S)-3-hydroxy-13-methyl-7-(9-((4,4,5,5,5-pentafluoropentyl)sulfinyl)nonyl)-6,7,8,9,11,12,13,14,15,16-decahydro-17H-cyclopenta[a]phenanthren-17-one